(S)-5-cyano-N-ethyl-N-(2,2,2-trifluoro-1-(2-(trifluoromethyl)phenyl)ethyl)pyridine-3-sulfonamide C(#N)C=1C=C(C=NC1)S(=O)(=O)N([C@H](C(F)(F)F)C1=C(C=CC=C1)C(F)(F)F)CC